FC=1C=NC(=C(C1)F)F 3,5,6-trifluoropyridine